tert-butyl (S)-3-(3-(4-(3-cyano-4-hydroxypyrazolo[1,5-a]pyridin-6-yl)-5-methyl-1H-pyrazol-1-yl)azetidin-1-yl)pyrrolidine-1-carboxylate C(#N)C=1C=NN2C1C(=CC(=C2)C=2C=NN(C2C)C2CN(C2)[C@@H]2CN(CC2)C(=O)OC(C)(C)C)O